6-[4-[2-(1-piperidyl)ethoxy]phenyl]-3-(4-pyridyl)pyrazolo[1,5-a]pyrimidine N1(CCCCC1)CCOC1=CC=C(C=C1)C=1C=NC=2N(C1)N=CC2C2=CC=NC=C2